tert-butyl (R)-3-((4-isopropylbenzyl)(methyl)carbamoyl)piperidine-1-carboxylate C(C)(C)C1=CC=C(CN(C(=O)[C@H]2CN(CCC2)C(=O)OC(C)(C)C)C)C=C1